C(C)(C)(C)[Si](C)(C)OCC1=CC(=CC(=C1)F)P(=O)(C)CC tert-butyl({3-[ethyl(methyl)phosphoryl]-5-fluorophenyl}methoxy)dimethylsilane